BrC=1C=NC(=NC1)NC=1C(=NC(=CC1)C1CCN(CCC1)C)OC 5-bromo-2-((2-methoxy-6-(1-methylazepan-4-yl)pyridin-3-yl)amino)pyrimidine